5-amino-N-(cyclobutylmethyl)-N-(6-(trifluoromethyl)-2,3-dihydrofuro[2,3-b]pyridin-3-yl)benzo[c][2,6]naphthyridin-9-carboxamide NC1=NC2=C(C3=CN=CC=C13)C=C(C=C2)C(=O)N(C2COC1=NC(=CC=C12)C(F)(F)F)CC1CCC1